FC(C=1C(=CN(C(C1)=O)C)C(=O)NC1=C(C=C(C(=C1)C=1SC=C(N1)CN1CCOCC1)F)N1C[C@H](N([C@H](C1)C)C)C)F |r| 4-(difluoromethyl)-N-[4-fluoro-5-[4-(morpholin-4-ylmethyl)-1,3-thiazol-2-yl]-2-[rac-(3R,5S)-3,4,5-trimethylpiperazin-1-yl]phenyl]-1-methyl-6-oxopyridine-3-carboxamide